ClC=1C=C2C(N(CN(C2=CC1)C1=C(C=C(C=C1)F)C)C1=C(N(C(C=C1)=O)CCl)C)=O 6-chloro-3-(1-(chloromethyl)-2-methyl-6-oxo-1,6-dihydropyridin-3-yl)-1-(4-fluoro-2-methylphenyl)-2,3-dihydroquinazolin-4(1H)-one